3-[[4-[1-(4-tert-butoxycarbonylpiperazin-2-yl)-2-phenyl-ethoxy]-6-(2,6-dimethylphenyl)pyrimidin-2-yl]sulfamoyl]benzoic acid C(C)(C)(C)OC(=O)N1CC(NCC1)C(CC1=CC=CC=C1)OC1=NC(=NC(=C1)C1=C(C=CC=C1C)C)NS(=O)(=O)C=1C=C(C(=O)O)C=CC1